5-methyl-2-aminooxazole CC1=CN=C(O1)N